Cl\C(\C(F)(F)F)=C(\C(F)(F)F)/Cl (Z)-2,3-dichloro-1,1,1,4,4,4-hexafluoro-2-butene